6-(1,3-benzoxazol-2-yl)-2-[(diphenylmethyl)(ethyl)amino]-5-methoxy-3-methyl-3,4-dihydropyrimidin-4-one O1C(=NC2=C1C=CC=C2)C2=C(C(N(C(=N2)N(CC)C(C2=CC=CC=C2)C2=CC=CC=C2)C)=O)OC